Cl.S1[Se]CC[C@@H](C1)N (S)-1,2-thiaselenan-5-amine hydrochloride